tert-butyl 4-(2-(4-(3-((3-amino-6-(2-hydroxyphenyl)pyridazin-4-yl)oxy)piperidin-1-yl)phenoxy)ethyl)piperazine-1-carboxylate NC=1N=NC(=CC1OC1CN(CCC1)C1=CC=C(OCCN2CCN(CC2)C(=O)OC(C)(C)C)C=C1)C1=C(C=CC=C1)O